CSC=1C2=C(N=C(N1)N1C[C@@H]3[C@H](C1)CN(C3)C=O)C=CS2 ((3aR,6aS)-5-(4-methylthiothieno[3,2-d]pyrimidin-2-yl)hexahydropyrrolo[3,4-c]pyrrol-2(1H)-yl)methanone